1-(5-bromo-1-((3-(cyclobutylmethoxy)phenyl)sulfonyl)-1H-pyrrol-3-yl)-N-Methylmethylamine BrC1=CC(=CN1S(=O)(=O)C1=CC(=CC=C1)OCC1CCC1)CNC